C(N)(=O)C1=C2C(C(=C(NC2=CC=N1)C=1C(=NC2=CC=CC=C2C1)N1CCC(CCC1)(F)F)C(=O)OC)=O methyl 5-carbamoyl-2-[2-(4,4-difluoroazepan-1-yl)-3-quinolyl]-4-oxo-1H-1,6-naphthyridine-3-carboxylate